N-(E-maleimidocaproyloxy)-sulfosuccinimide C1(C=CC(N1CCCCCC(=O)ON1C(C(CC1=O)S(=O)(=O)O)=O)=O)=O